C(C)(C)C=1C(=NNC1C=1C=C(C=2N(C1)N=CN2)C)C2CCN(CC2)C(CCNC(C)C)=O 1-(4-(4-isopropyl-5-(8-methyl-[1,2,4]triazolo[1,5-a]pyridin-6-yl)-1H-pyrazol-3-yl)piperidin-1-yl)-3-(isopropylamino)propan-1-one